2-(3-(4-aminophenylethyl)-5,5-dimethylcyclohex-2-enyl)-malononitrile NC1=CC=C(C=C1)CCC1=CC(CC(C1)(C)C)C(C#N)C#N